2-amino-2-hydroxypropylpropane-1,3-diol NC(CC(CCO)O)(C)O